C(C1=CC=CC=C1)NC1=C2N=CN(C2=NC(=N1)C=1C=NC=C(C1)COC)[C@H]1[C@@H]([C@@H]([C@H](O1)C(=O)NC([2H])([2H])[2H])O)O (2S,3S,4R,5R)-5-(6-(benzylamino)-2-(5-(methoxymethyl)pyridin-3-yl)-9H-purin-9-yl)-3,4-dihydroxyl-N-(methyl-d3)-tetrahydrofuran-2-formamide